2-[3-[6-([bicyclo[1.1.1]pentan-1-yl]amino)pyridin-3-yl]-6-oxo-1,6-dihydropyridazin-1-yl]-N-ethylacetamide C12(CC(C1)C2)NC2=CC=C(C=N2)C2=NN(C(C=C2)=O)CC(=O)NCC